2-chloro-1,3-dipropyl-4,5-dihydro-1H-imidazol-3-ium hexafluorophosphate F[P-](F)(F)(F)(F)F.ClC=1N(CC[N+]1CCC)CCC